3-(6-chloropyridazin-3-yl)-6,7-dihydro-4H-[1,2,3]triazolo[5,1-c][1,4]oxazine ClC1=CC=C(N=N1)C=1N=NN2C1COCC2